(+/-)-N-{4-[(3-chloro-1H-pyrrolo[2,3-b]pyridin-4-yl)oxy]-3,5-difluorophenyl}-4-methyl-5,6-dihydro-4H-1,3-oxazin-2-amine ClC1=CNC2=NC=CC(=C21)OC2=C(C=C(C=C2F)NC=2OCC[C@H](N2)C)F |r|